3-hydroxydecanoyl-carnitine OC(CC(=O)C(O)(C[N+](C)(C)C)CC([O-])=O)CCCCCCC